CN1N=CC2=CC(=C(C=C12)CC1CC2(CN(C2)C(=O)C2CC(C2)(C)O)C1)C (6-((1,5-Dimethyl-1H-indazol-6-yl)methyl)-2-azaspiro[3.3]heptan-2-yl)((1s,3s)-3-hydroxy-3-methylcyclobutyl)methanon